C(=O)N(CCCCCCN(C1CC(NC(C1)(C)C)(C)C)C=O)C1CC(NC(C1)(C)C)(C)C N,N'-bisformyl-N,N'-bis-(2,2,6,6-tetramethyl-4-piperidinyl)-hexa-methylendiamine